CC1=C(C(=C2C(=C(C(=C(C2=C1)NC1=CC=CC2=CC=CC=C12)C)C)C)C)C hexamethyl-dinaphthylamine